C1(=C2N(C=N1)CCC2)C(C(=O)OCC)N2N=C1C=C(C=C(C1=C2)F)C2=CC(=C(C=C2)N2CCOCC2)F Ethyl 2-(6,7-dihydro-5H-pyrrolo[1,2-c]imidazol-1-yl)-2-(4-fluoro-6-(3-fluoro-4-morpholinophenyl)-2H-indazol-2-yl)acetate